6-(4-ethoxy-3-fluoro-phenyl)-N-[(2-morpholino-3-pyridyl)methyl]pyridazine-4-carboxamide C(C)OC1=C(C=C(C=C1)C1=CC(=CN=N1)C(=O)NCC=1C(=NC=CC1)N1CCOCC1)F